O(C1=CC=CC=C1)C=1C=CC(=NC1)NC1=NC=NC2=CC=C(C=C12)N1CCNCC1 N-(5-phenoxypyridin-2-yl)-6-(piperazin-1-yl)quinazolin-4-amine